C(C)O[C@H]1[C@@H](O[C@@H]([C@H]1O)CO)N1C=NC=2C(=O)NC(N)=NC12 2'-O-ethyl-guanosine